C1(=C(C(=C(C2=CC3=C(C(=C(C(=C3C(=C12)C1=CC=CC=2C3=CC=CC=C3N(C12)C1=CC=CC=C1)[2H])[2H])[2H])[2H])[2H])[2H])[2H])[2H] 1-(anthracene-9-yl-1,2,3,4,5,6,7,8-d8)-9-phenyl-9H-carbazole